S1C(=NC=C1)C1=CC(=CC=2N=C(OC21)N2CC1CCC(C2)N1C(=O)OC(C)(C)C)C(C(F)(F)F)OCCO tert-Butyl 3-(7-(thiazol-2-yl)-5-(2,2,2-trifluoro-1-(2-hydroxyethoxy)ethyl)benzo[d]oxazol-2-yl)-3,8-diazabicyclo[3.2.1]octane-8-carboxylate